BrN1C2(N3C(=C(C=CC3=O)C)C1=O)CC1(C2)CCCC1 bromo-8''-methyl-2''H-dispiro[cyclopentane-1,1'-cyclobutane-3',3''-imidazo[1,5-a]pyridin]-1'',5''-dione